NCC=1C(=CC(=C(NCCOC)C1)F)F 5-(aminomethyl)-2,4-difluoro-N-(2-methoxyethyl)aniline